perfluorofluoro(2-methylene-4-methoxymethyl-1,3-dioxolane) FC1(C(OC(O1)=C(F)F)(C(OC(F)(F)F)(F)F)F)F